COC(=O)C1(CC=2N(CC1)C(=CN2)C=C)CC2CN(CC2)C(=O)OC(C)(C)C 7-((1-(tert-butoxycarbonyl)pyrrolidin-3-yl)methyl)-3-vinyl-5,6,7,8-tetrahydroimidazo[1,2-a]pyridine-7-carboxylic acid methyl ester